((2R,3R)-2-fluoro-3-(4-fluorophenyl)-3-hydroxypropyl)benzamide F[C@H](CC1=C(C(=O)N)C=CC=C1)[C@H](O)C1=CC=C(C=C1)F